5,7-Dichloro-8-fluoro-pyrido[4,3-d]pyrimidine-2,4-diol ClC1=NC(=C(C=2N=C(N=C(C21)O)O)F)Cl